(2R,4R)-4-({6-[(1S)-1-[(2S)-1-methylpyrrolidin-2-yl]ethoxy]-2-[3-(2-phenylpropan-2-yl)-1,2,4-oxadiazol-5-yl]pyrimidin-4-yl}oxy)pyrrolidin-2-yl-acetonitrile CN1[C@@H](CCC1)[C@H](C)OC1=CC(=NC(=N1)C1=NC(=NO1)C(C)(C)C1=CC=CC=C1)O[C@@H]1C[C@H](NC1)CC#N